C1(CC1)N(C(=O)C1=NN2C(CN(CCC2)C(=O)OC(C)(C)C)=C1)C tert-butyl 2-(cyclopropyl(methyl)carbamoyl)-7,8-dihydro-4H-pyrazolo[1,5-a][1,4]diazepine-5(6H)-carboxylate